NN1C(=NC(=C1C(=O)N)C1=CC=C(C=C1)C(NC1=NC=CC(=C1)C)=O)[C@H]1N(CCC1)C(C(=CC(C)C)C#N)=O (S)-1-amino-2-(1-(2-cyano-4-methylpent-2-enoyl)pyrrolidin-2-yl)-4-(4-((4-methylpyridin-2-yl)carbamoyl)phenyl)-1H-imidazole-5-carboxamide